4-[2-(3-{8-chloro-3-methylimidazo[1,5-a]pyridin-6-yl}azetidin-1-yl)-3-methylbutyl]-thiomorpholine-1,1-dione ClC=1C=2N(C=C(C1)C1CN(C1)C(CN1CCS(CC1)(=O)=O)C(C)C)C(=NC2)C